CC1=CC[C@@H](C(C)(C)O)CC1 Alpha-terpinenol